2-Oxo-5-(4-((6-((trifluoromethoxy)methyl)-1,4-dioxan-2-yl)methoxy)phenyl)-6-(trifluoromethyl)-1,2-dihydropyridine-3-carboxamide O=C1NC(=C(C=C1C(=O)N)C1=CC=C(C=C1)OCC1OC(COC1)COC(F)(F)F)C(F)(F)F